C(#N)[C@H](C)NC(C1=CC=C(C=C1)C1=NC(=NC=C1C)NC=1C=NN(C1)C1CCC(CC1)O)=O (S)-N-(1-cyanoethyl)-4-(2-((1-(4-hydroxycyclohexyl)-1H-pyrazol-4-yl)amino)-5-methylpyrimidin-4-yl)benzamide